ClC=1C=C(C=C(C1)OCC1=C(C=CC=C1)Cl)C=1C(N(C=C(C1)C=1C(NC(NC1)=O)=O)C=1C=NC=CC1)=O 5-(3-(3-Chloro-5-((2-chlorobenzyl)oxy)phenyl)-2-oxo-2H-[1,3'-bipyridin]-5-yl)pyrimidine-2,4(1H,3H)-dione